1,2,3,4,6,7-hexamethylanthracene-9,10-dione CC1=C(C(=C(C=2C(C3=CC(=C(C=C3C(C12)=O)C)C)=O)C)C)C